1,2-diisopropyl-3-{bis(dimethylamino)methylene}guanidinium C(C)(C)NC(=[NH+]C(C)C)N=C(N(C)C)N(C)C